C1(=CC(=CC=C1)NC=1C(=C(C#N)C=CC1)[N+](=O)[O-])C1=CC=CC=C1 3-([1,1'-biphenyl]-3-ylamino)-2-nitrobenzonitrile